C(CCCCCCCCCCC)[Si](OC)(OC)OC dodecyl-(trimethoxy)silane